C(C)(C)(C)C=1C(=C(C=CC1O)C(C(=O)[O-])(C)C1=C(C(=C(C=C1)O)C(C)(C)C)C)C bis(3-tert-butyl-4-hydroxy-methylphenyl)propionate